C=CC=CCC(CC)=O 2-trans-6-octadienal